3-(4-Ethoxyphenyl)-1-[4-(4-hydroxypiperidin-1-yl)phenyl]prop-2-en-1-one C(C)OC1=CC=C(C=C1)C=CC(=O)C1=CC=C(C=C1)N1CCC(CC1)O